N-[(3S,4S)-8-[5-[5-chloro-3-[(4-methyltetrahydropyran-4-yl)methyl]-4-oxo-quinazolin-6-yl]sulfanylpyrazin-2-yl]-3-Methyl-2-oxa-8-azaspiro[4.5]decan-4-yl]-2-methyl-propane-2-sulfinamide ClC1=C2C(N(C=NC2=CC=C1SC=1N=CC(=NC1)N1CCC2([C@@H]([C@@H](OC2)C)NS(=O)C(C)(C)C)CC1)CC1(CCOCC1)C)=O